C(C)(C)C1=C(C=CC=C1)C=1C=C2C(=CN1)N(C=C2)COCC[Si](C)(C)C 2-[[5-(2-isopropylphenyl)pyrrolo[2,3-c]pyridin-1-yl]methoxy]ethyl-trimethyl-silane